(3S)-3-[(2S)-4-[(tert-butoxycarbonyl)oxy]-2-({N-[(4-methoxy-1H-indol-2-yl)carbonyl]-L-leucinyl}amino)-3-oxobutyl]-2-oxopyrrolidine-1-carboxylic acid tert-butyl ester C(C)(C)(C)OC(=O)N1C([C@@H](CC1)C[C@@H](C(COC(=O)OC(C)(C)C)=O)NC([C@@H](NC(=O)C=1NC2=CC=CC(=C2C1)OC)CC(C)C)=O)=O